NC(CC[C@H]1C(N(CC2N(O[C@@H](C(N21)=O)CC(C)C)C(=O)NCCC(C2=CC=CC=C2)C2=CC=CC=C2)CC2=CC1=CC=CC=C1C=C2)=O)=O (3R,6S)-6-(3-amino-3-oxopropyl)-N-(3,3-diphenylpropyl)-3-isobutyl-8-(naphthalen-2-ylmethyl)-4,7-dioxohexahydropyrazino[2,1-c][1,2,4]oxadiazine-1(6H)-carboxamide